3-fluoro-4-[[6-(1,2,3,6-tetrahydropyridin-4-yl)-2-pyridinyl]oxymethyl]benzonitrile FC=1C=C(C#N)C=CC1COC1=NC(=CC=C1)C=1CCNCC1